CCCCCCCCCCCCCCCCCCCCCCCC(=O)N[C@@H](COP(=O)(O)O)[C@@H](/C=C/CCCCCCCCCCCCC)O The molecule is a ceramide 1-phosphate that is N-tetracosanoyl derivative of sphingosine. It derives from a sphingosine and a tetracosanoic acid. It is a conjugate acid of a N-tetracosanoylsphingosine 1-phosphate(2-).